tert-Butyl (3R,4S)-4-(4-chloroanilino)-3-methyl-piperidine-1-carboxylate ClC1=CC=C(N[C@@H]2[C@@H](CN(CC2)C(=O)OC(C)(C)C)C)C=C1